(2S,5R)-5-(2-chlorophenyl)-1-(4-((4-fluorophenoxy)methyl)benzoyl)pyrrolidine-2-carboxylic acid ClC1=C(C=CC=C1)[C@H]1CC[C@H](N1C(C1=CC=C(C=C1)COC1=CC=C(C=C1)F)=O)C(=O)O